5-methoxy-6-fluoro-7-methyl-3-(2-benzylethylaminoethyl)indole COC=1C=C2C(=CNC2=C(C1F)C)CCNCCCC1=CC=CC=C1